tert-butyl (E)-(3-fluoro-2-(((2-(neopentylamino)benzo[d]oxazol-6-yl)oxy)methyl)allyl)carbamate F/C=C(\CNC(OC(C)(C)C)=O)/COC1=CC2=C(N=C(O2)NCC(C)(C)C)C=C1